5-[(R)-2-(2-{4-[4-(2-amino-2-methyl-propoxy)-phenylamino]-phenyl}-ethylamino)-1-hydroxy-ethyl]-8-hydroxy-1H-quinolin-2-one NC(COC1=CC=C(C=C1)NC1=CC=C(C=C1)CCNC[C@H](O)C1=C2C=CC(NC2=C(C=C1)O)=O)(C)C